N-(2-aminoethyl)methacrylamide NCCNC(C(=C)C)=O